1-(6-(4-(5-Chloro-6-methyl-1H-indazol-4-yl)-5-methyl-3-(8-(tetrahydro-2H-pyran-4-yl)-5,8-diazaspiro[3.5]nonan-5-yl)-1H-pyrazol-1-yl)-2-azaspiro[3.3]heptan-2-yl)prop-2-en-1-one ClC=1C(=C2C=NNC2=CC1C)C=1C(=NN(C1C)C1CC2(CN(C2)C(C=C)=O)C1)N1C2(CCC2)CN(CC1)C1CCOCC1